C(#N)C1=C(N=C(N1C1=NC=C(C=C1OC)CCC(F)(F)F)CC)C(=O)NCC1(CCC(CC1)S(=O)(=O)C)O 5-Cyano-2-ethyl-N-(((1s,4s)-1-hydroxy-4-(methylsulfonyl)cyclohexyl)methyl)-1-(3-methoxy-5-(3,3,3-trifluoropropyl)pyridin-2-yl)-1H-imidazole-4-carboxamide